ClC=1C(=C(C=C(C1)F)[C@H](C)NC(=O)C1OC(OC1)(C)C)COC=1C=CC=C2C(=CC(=NC12)C)N1N=CC(=C1)F N-((S)-1-(3-chloro-5-fluoro-2-((4-(4-fluoro-1H-pyrazol-1-yl)-2-methylquinolin-8-yloxy)methyl)phenyl)ethyl)-2,2-dimethyl-1,3-dioxolane-4-carboxamide